5-[(3-bromo-4-fluoro-phenyl)methyl]-1-ethyl-1,2,4-triazole BrC=1C=C(C=CC1F)CC1=NC=NN1CC